Benzyl-((2S)-1-((4-amino-3,4-dioxo-1-((S)-2-oxopyrrolidin-3-yl)butan-2-yl)amino)-3-cyclopropyl-1-oxopropan-2-yl)carbamat C(C1=CC=CC=C1)OC(N[C@H](C(=O)NC(C[C@H]1C(NCC1)=O)C(C(=O)N)=O)CC1CC1)=O